ClCCOP(=O)(OCCCl)OCCCl.O1C(=CC2=C1C(=C(C(=C2[2H])[2H])[2H])[2H])C(C)=O 1-(Benzofuran-2-yl-4,5,6,7-d4)ethan-1-one tris-(2-chloroethyl)-phosphate